C(#N)C1=C(OC2=C(C=C(C=C2)NS(=O)(=O)C)C=2C3=C(C(N(C2)C)=O)NC=C3)C=CC=C1 N-[4-(2-cyanophenoxy)-3-(6-methyl-7-oxo-6,7-dihydro-1H-pyrrolo[2,3-c]pyridin-4-yl)phenyl]methanesulfonamide